tert-butyl 3-(4-(3,3-bis(hydroxymethyl)azetidin-1-yl)-1-(4-(trifluoromethoxy)phenyl)-1H-pyrazolo[3,4-b]pyridin-3-yl)azetidine-1-carboxylate OCC1(CN(C1)C1=C2C(=NC=C1)N(N=C2C2CN(C2)C(=O)OC(C)(C)C)C2=CC=C(C=C2)OC(F)(F)F)CO